FC=1C=C(C=C(C1)F)C1=C(NC=2C1=NC=CC2)C2=C(C=NC=C2)OCCNC 2-({4-[3-(3,5-difluorophenyl)-1H-pyrrolo[3,2-b]pyridin-2-yl]pyridin-3-yl}oxy)-N-methylethan-1-amine